2,6-dimethyl-2H-pyrazolo[3,4-d]pyrimidine-4-thiol CN1N=C2N=C(N=C(C2=C1)S)C